C(C)N(CC(=O)NC1=C(C=CC=C1C)C)CC 2-Diethylamino-N-(2,6-dimethylphenyl)-acetamid